7-oxaergostan-6-one CC(C)[C@@H](C)CC[C@@H](C)[C@H]1CC[C@H]2[C@@H]3OC(C4CCCC[C@]4(C)[C@H]3CC[C@]12C)=O